C(CC)N1C=NC=C1 1-propyl-1H-imidazol